BrC=1C=C2C(C(NC2=CC1)(C)C)=O 5-bromo-2,2-dimethyl-1H-indol-3-one